1-(3-chloro-4-fluorophenyl)-3-(4-fluoro-3-(quinoxaline-6-carbonyl)phenyl)urea ClC=1C=C(C=CC1F)NC(=O)NC1=CC(=C(C=C1)F)C(=O)C=1C=C2N=CC=NC2=CC1